(R)-6-bromo-N-(1-(4-cyanophenyl)ethyl)-1-(4-fluorobenzyl)-2-oxo-1,2-dihydro-1,8-naphthyridine-3-carboxamide BrC=1C=C2C=C(C(N(C2=NC1)CC1=CC=C(C=C1)F)=O)C(=O)N[C@H](C)C1=CC=C(C=C1)C#N